S1C2=C(C=C1)C(=CC=C2)N2CCN(CC2)CCCCOC2=CC=C1C(CC(N(C1=C2)COC(NCCOC)=O)=O)(C)C N-(2-Methoxyethyl)carbamic acid 7-[4-(4-benzo[b]thiophen-4-ylpiperazin-1-yl)butoxy]-4,4-dimethyl-2-oxo-3,4-dihydro-2H-quinolin-1-ylmethyl ester